N-hydroxy-4-(3-(2-oxo-4-(((2-phenylcyclopropyl)amino)methyl)piperidin-1-yl)propyl)benzamide TFA Salt OC(=O)C(F)(F)F.ONC(C1=CC=C(C=C1)CCCN1C(CC(CC1)CNC1C(C1)C1=CC=CC=C1)=O)=O